cyclopentadienyl-(2-dimethylamino-fluorenyl)-zirconium dichloride [Cl-].[Cl-].C1(C=CC=C1)[Zr+2]C1=C(C=CC=2C3=CC=CC=C3CC12)N(C)C